C(C)C1=CC=C(CNC=2C=NN(C2)C)C=C1 N-(4-ethylbenzyl)-1-methyl-1H-pyrazol-4-amine